8-cyclopropyl-7-(4-((2,3-dihydrobenzo[b][1,4]dioxin-6-yl-2,2,3,3-d4)oxy)piperidin-1-yl-4-d)-9-methyl-4H-pyrimido[1,2-b]pyridazin-4-one C1(CC1)C1=C(C=2N(N=C1N1CCC(CC1)([2H])OC1=CC3=C(OC(C(O3)([2H])[2H])([2H])[2H])C=C1)C(C=CN2)=O)C